C(C)CC(CC(=O)[O-])=O.C(C)CC(CC(=O)[O-])=O.C(CC)O[Zr+2]OCCC di-n-propoxyzirconium bis(ethylacetoacetate)